C1C=CC(=CN1[C@H]2[C@@H]([C@@H]([C@H](O2)COP(=O)(O)OP(=O)(O)OC[C@@H]3[C@H]([C@H]([C@@H](O3)N4C=NC5=C(N=CN=C54)N)O)O)O)O)C(=O)N The molecule is an NADP obtained by formal reduction of the 1,6-position in the pyridine ring of beta-NAD. It is a NAD and a NAD(P)H. It is a conjugate acid of a 6-hydro-beta-NAD(2-).